1-benzyl-N-[(2-chlorophenyl)methyl]-5-oxopyrrolidine-3-carboxamide C(C1=CC=CC=C1)N1CC(CC1=O)C(=O)NCC1=C(C=CC=C1)Cl